(R)-N-(3,5-dichloro-4-(3-fluoro-2,6-dioxopiperidin-3-yl)benzyl)-2-methyl-2-phenylpropanamide ClC=1C=C(CNC(C(C)(C2=CC=CC=C2)C)=O)C=C(C1[C@]1(C(NC(CC1)=O)=O)F)Cl